C(#N)C1=CC=2N(N=C1)C(=CC2)C2=CC(=C(C=N2)C2=NN=C(S2)N2C[C@H]1CC[C@@H](C2)C1NC(C)=O)NC1COC1 N-((1R,5S,8s)-3-(5-(6-(3-cyanopyrrolo[1,2-b]pyridazin-7-yl)-4-(oxetan-3-ylamino)pyridin-3-yl)-1,3,4-thiadiazol-2-yl)-3-azabicyclo[3.2.1]octan-8-yl)acetamide